4-[(2,6-difluorophenyl)methyl]-2-(4-{[2-(3-ethoxyazetidin-1-yl)-3-nitropyridin-4-yl]oxy}phenyl)-1,2,4-triazol-3-one FC1=C(C(=CC=C1)F)CN1C(N(N=C1)C1=CC=C(C=C1)OC1=C(C(=NC=C1)N1CC(C1)OCC)[N+](=O)[O-])=O